CNC1=CC=CC=2C(=CC=CC12)NC N1,N5-dimethyl-1,5-naphthalenediamine